2-(3-chlorophenyl)-2-methyl-1-phenylpropyl ((S)-1-oxo-1-(((S)-1-oxo-3-((S)-2-oxopyrrolidin-3-yl)propan-2-yl)amino)hexan-2-yl)carbamate O=C([C@H](CCCC)NC(OC(C(C)(C)C1=CC(=CC=C1)Cl)C1=CC=CC=C1)=O)N[C@H](C=O)C[C@H]1C(NCC1)=O